acryloxyhexa-hydrophthalic acid C(C=C)(=O)OC1(C(=O)O)C(C(=O)O)CCCC1